ClC1=CNC2=NC=C(C=C21)C=2C=C1N(N2)CCC12CCN(CC2)S(=O)(=O)C 2'-(3-chloro-1H-pyrrolo[2,3-b]pyridin-5-yl)-1-(methanesulfonyl)-5',6'-dihydrospiro[piperidine-4,4'-pyrrolo[1,2-b]pyrazole]